1-(4-(4-(benzo[d]thiazol-5-ylamino)quinolin-6-yl)-3-fluorophenyl)piperazin-2-one S1C=NC2=C1C=CC(=C2)NC2=CC=NC1=CC=C(C=C21)C2=C(C=C(C=C2)N2C(CNCC2)=O)F